ethyl 5-chloro-3-(1-((1-(2-((4-(trifluoromethyl)phenyl)sulfonamido)ethyl)piperidin-4-yl)methyl)-1H-1,2,3-triazol-4-yl)-1H-indole-2-carboxylate ClC=1C=C2C(=C(NC2=CC1)C(=O)OCC)C=1N=NN(C1)CC1CCN(CC1)CCNS(=O)(=O)C1=CC=C(C=C1)C(F)(F)F